1-(6-Fluoro-1-(piperidin-4-yl)-1H-indol-4-yl)-3-((2-(trimethylsilyl)ethoxy)methyl)dihydropyrimidine-2,4(1H,3H)-dione FC1=CC(=C2C=CN(C2=C1)C1CCNCC1)N1C(N(C(CC1)=O)COCC[Si](C)(C)C)=O